N-{4-chloro-3-[4-(5-methoxypyridin-2-yl)-6-oxo-1,6-dihydropyrimidin-2-yl]benzyl}isobutyramide ClC1=C(C=C(CNC(C(C)C)=O)C=C1)C=1NC(C=C(N1)C1=NC=C(C=C1)OC)=O